(rac)-1-(5-chloropyrazin-2-yl)ethan-1-ol ClC=1N=CC(=NC1)[C@@H](C)O |r|